C(CCC)C1=C(C(=C(C(=N1)O)C(=O)N1C[C@@H](CC1)C1=CC=CC=C1)O)N(CCC)C1=CC=CC=C1 (S)-(6-butyl-2,4-dihydroxy-5-(phenyl-(propyl)amino)pyridin-3-yl)(3-phenylpyrrolidin-1-yl)methanone